(3R)-3-({2-[2-(trifluoromethyl)pyridin-3-yl][1,2,4]triazolo[1,5-c]quinazolin-5-yl}amino)azepin-2-one FC(C1=NC=CC=C1C1=NN2C(=NC=3C=CC=CC3C2=N1)NC=1C(N=CC=CC1)=O)(F)F